tert-butyl 7-((1-(5-fluoro-6-(1-hydroxycyclobutyl)pyridin-2-yl)-2-isopropyl-3-oxo-2,3-dihydro-1H-pyrazolo[3,4-d]pyrimidin-6-yl)amino)-3,4-dihydroisoquinoline-2(1H)-carboxylate FC=1C=CC(=NC1C1(CCC1)O)N1N(C(C=2C1=NC(=NC2)NC2=CC=C1CCN(CC1=C2)C(=O)OC(C)(C)C)=O)C(C)C